(R)-3-Boc-aminopiperidin C(=O)(OC(C)(C)C)[C@H]1CN(CCC1)N